C[C@@H]1NC2=CC=C3C(=C2CC1)N=C(N3CCNCC=3C=NN(C3)C)CCN3C(C=CC=C3)=O (7S)-7-Methyl-3-(2-{[(1-methyl-1H-pyrazol-4-yl)methyl]amino}ethyl)-2-[2-(2-oxo-1,2-dihydropyridin-1-yl)ethyl]-3H,6H,7H,8H,9H-imidazo[4,5-f]chinolin